C(C)(C)C1=C(C=C(C=C1)C=1OC=CN1)OC 2-(4-Isopropyl-3-methoxyphenyl)oxazol